3-(((5-cyanopyrazin-2-yl)-oxy)methyl)-N-(2-fluoro-benzyl)bicyclo[1.1.1]pentane-1-carboxamide C(#N)C=1N=CC(=NC1)OCC12CC(C1)(C2)C(=O)NCC2=C(C=CC=C2)F